C(=O)(OC(C)(C)C)C(C(=O)NN)CCC(=O)O Boc-Glutaric acid monohydrazide